NCCCOCCOCCOCCCN 1,13-diamino-4,7,10-trioxatridecane